CC1=C(C=C(C(=O)NCC2=NC=C3C=CC(=NC3=C2)C2=NC(=CC=C2)N2C[C@](CC2)(N2CCOCC2)C)C=C1)S(=O)(=O)C (S)-4-methyl-N-((2-(6-(3-methyl-3-morpholinopyrrolidin-1-yl)pyridin-2-yl)-1,6-naphthyridin-7-yl)methyl)-3-(methylsulfonyl)benzamide